Rac-5-((diethoxyphosphoryl)fluoromethyl)benzo[b]thiophene-2-carboxylic acid allyl ester C(C=C)OC(=O)C1=CC2=C(S1)C=CC(=C2)[C@H](F)P(=O)(OCC)OCC |r|